[Cl-].[Mg+2].CC(CC)CC.[Cl-] L-3-methylpentane magnesium chloride